ClC1=NC=CC(=C1)C(C)(C(C)C)C=1N(C(=NN1)S)C 5-(2-(2-chloropyridin-4-yl)-3-methylbutan-2-yl)-4-Methyl-4H-1,2,4-triazole-3-thiol